ethyl 3-bromo-4-(methoxymethoxy)quinoline-7-carboxylate BrC=1C=NC2=CC(=CC=C2C1OCOC)C(=O)OCC